C(C)(=O)OC[C@H]1O[C@H]([C@@H](C1)OC(C)=O)N1C2=NC(=NC=C2N(C1=O)CSC)N ((2S,4R,5R)-4-Acetoxy-5-(2-amino-7-((methylthio)methyl)-8-oxo-7,8-dihydro-9H-purin-9-yl) tetrahydrofuran-2-yl)methyl acetate